N-(3-(4-cyano-6-(methylthio)pyridin-2-yl)-1-methyl-1H-pyrrolo[2,3-c]pyridin-5-yl)acetamide C(#N)C1=CC(=NC(=C1)SC)C1=CN(C2=CN=C(C=C21)NC(C)=O)C